CN(C1CN(C1)C1=C2C(=NC=NC2=CC=C1C=1CCNCC1)N)C 5-(3-(dimethylamino)azetidin-1-yl)-6-(1,2,3,6-tetrahydropyridin-4-yl)quinazolin-4-amine